C(CCCCCCCCC)(=O)OOCCl chloromethoxy decanoate